C(C)(CC)N[C@@H](C)C(=O)O.C(C)(C)(C)OC(=O)NC[B-](F)(F)F.[K+] Potassium (tert-butoxycarbonylamino)methyl-trifluoro-boranuide sec-butyl-alaninate